FC(C1=C(N(C)C)C=CC=C1)(F)F o-Trifluoromethyl-N,N-Dimethylaniline